Tetramethyl-hexamethylenediamine CN(CCCCCCN(C)C)C